CC=1C=C(C[N+]2=NOC(=C2)[N-]C(NC2=CC(=CC=C2)C(F)(F)F)=O)C=CC1C=1C=NC=NC1 (3-(3-methyl-4-(pyrimidin-5-yl)benzyl)-1,2,3-oxadiazol-3-ium-5-yl)((3-(trifluoromethyl)phenyl)carbamoyl)amide